trimethyl-(5-tributylstannyl-thiophen-2-yl)-silane C[Si](C=1SC(=CC1)[Sn](CCCC)(CCCC)CCCC)(C)C